N-methyl-3-(2-methyl-2,3-dihydroimidazo[2,1-b]oxazol-6-yl)-4-((4-(trifluoromethyl)benzyl)amino)benzenesulfonamide CNS(=O)(=O)C1=CC(=C(C=C1)NCC1=CC=C(C=C1)C(F)(F)F)C=1N=C2OC(CN2C1)C